1-[2-amino-4-(trifluoromethyl)phenyl]ethanone NC1=C(C=CC(=C1)C(F)(F)F)C(C)=O